Iodobenzene Diacetate O=C(C)O[I](C1=CC=CC=C1)OC(=O)C